N[C@H](C(=O)O)CCCCCC(=O)[C@@H]1OCC[C@H]1C#C (2S)-2-amino-8-[(2r,3S)-3-ethynyl-tetrahydrofuran-2-yl]-8-oxooctanoic acid